tetrazolium lead [Pb+2].[NH+]=1NN=NC1